4-((1-(4-(2-(2-Aminopyridin-3-yl)-5-(2-(fluoromethyl)-2H-1,2,3-triazol-4-yl)-3H-imidazo[4,5-b]pyridin-3-yl)benzyl)piperidin-4-yl)amino)pyrimidine-2-carbonitrile NC1=NC=CC=C1C1=NC=2C(=NC(=CC2)C2=NN(N=C2)CF)N1C1=CC=C(CN2CCC(CC2)NC2=NC(=NC=C2)C#N)C=C1